(2E,2'E)-(methylazanediyl)bis(but-2-ene-4,1-diyl) bis(3-(didecylamino)propanoate) C(CCCCCCCCC)N(CCC(=O)OC\C=C\CN(C/C=C/COC(CCN(CCCCCCCCCC)CCCCCCCCCC)=O)C)CCCCCCCCCC